CC=1C=C(C=C(C1O)C)C(C1=CC=C(C=C1)F)C1=CC(=C(C(=C1)C)O)C bis(3,5-dimethyl-4-hydroxyphenyl)-4-fluorophenyl-methane